2-[4-(2,4-difluorophenyl)-5-(pyridin-4-yl)-1H-imidazol-1-yl]-1-(4-methylpiperazin-1-yl)ethan-1-one FC1=C(C=CC(=C1)F)C=1N=CN(C1C1=CC=NC=C1)CC(=O)N1CCN(CC1)C